CC1(N(CCNC1)CC(=O)NC(C)C)C 2-(2,2-dimethylpiperazin-1-yl)-N-isopropylacetamide